(R)-4-(3-(3-aminopiperidine-1-carbonyl)-1-(2-methylbenzo[d]thiazol-5-yl)-1H-pyrazol-5-yl)benzonitrile N[C@H]1CN(CCC1)C(=O)C1=NN(C(=C1)C1=CC=C(C#N)C=C1)C=1C=CC2=C(N=C(S2)C)C1